NC1=C(C=CC=C1)C1=C(C(=O)O)C=CN=C1 (2-aminophenyl)isonicotinic acid